CC1=CC2=C(C(=CO2)NC(OC(C)(C)C)=O)C=C1 tert-butyl (6-methylbenzofuran-3-yl)carbamate